N[C@H](C(=O)O)CCC1=CC=CC=C1 (S)-2-amino-4-phenylbutanoic acid